C(C)N[C@@H](C(C)C)C(=O)O ethylvaline